11,11-dimethyl-11H-benzo[b]naphtho[2,1-d]silole C[Si]1(C2=C(C3=C1C=1C=CC=CC1C=C3)C=CC=C2)C